(2S,3R)-1-(4-(5,5-difluoro-2,3,4,5-tetrahydro-1H-benzo[c]azepin-7-yl)-7,7-difluoro-6,7-dihydro-5H-cyclopenta[d]pyrimidin-2-yl)-2-methylazetidin-3-ol FC1(C2=C(CNCC1)C=CC(=C2)C=2C1=C(N=C(N2)N2[C@H]([C@@H](C2)O)C)C(CC1)(F)F)F